[5-(difluoromethoxy)pyrimidin-2-yl]stannane FC(OC=1C=NC(=NC1)[SnH3])F